chlorophenyl-glycine ClN(CC(=O)O)C1=CC=CC=C1